FC1=C(C=C(C(=C1)C(F)(F)F)C1=NC=C(C=N1)F)NC(=O)N1C2CC(CC1(C2)C=2OC(=NN2)C)C N-(2-fluoro-5-(5-fluoropyrimidin-2-yl)-4-(trifluoromethyl)phenyl)-3-methyl-1-(5-methyl-1,3,4-oxadiazol-2-yl)-6-azabicyclo[3.1.1]heptane-6-carboxamide